trans-4-[5-[4-([4-[2-(azetidin-3-yl)ethyl]piperazin-1-yl]methyl)phenyl]-2-[(3,3,3-trifluoropropyl)amino]-7H-pyrrolo[2,3-d]pyrimidin-7-yl]cyclohexan-1-ol hydrochloride Cl.N1CC(C1)CCN1CCN(CC1)CC1=CC=C(C=C1)C1=CN(C=2N=C(N=CC21)NCCC(F)(F)F)[C@@H]2CC[C@H](CC2)O